2,6-dinitro-p-xylene [N+](=O)([O-])C1=C(C(=CC(=C1)C)[N+](=O)[O-])C